N-((3-fluoropyridin-2-yl)methylene)-2-methylpropan-2-sulfinamide FC=1C(=NC=CC1)C=NS(=O)C(C)(C)C